(3S,5R)-4-(6,7-dichloro-1-(2-isopropyl-4-methylpyridin-3-yl)-2-oxo-1,2-dihydropyrido[2,3-d]pyrimidin-4-yl)-3,5-dimethylpiperazine-1-carboxylic acid tert-butyl ester C(C)(C)(C)OC(=O)N1C[C@@H](N([C@@H](C1)C)C=1C2=C(N(C(N1)=O)C=1C(=NC=CC1C)C(C)C)N=C(C(=C2)Cl)Cl)C